1-((S)-4-(5-((S)-6',8'-dihydro-2H-spiro[benzofuran-3,9'-pyrido[3',2':4,5]imidazo[2,1-c][1,4]oxazin]-2'-yl)pyrimidin-2-yl)-2-methylpiperazin-1-yl)-2-hydroxyethanone N1=C(C=CC=2N=C3COC[C@]4(N3C21)COC2=C4C=CC=C2)C=2C=NC(=NC2)N2C[C@@H](N(CC2)C(CO)=O)C